2-benzothiazolyl-3-(4-carboxy-2-methoxyphenyl)-5-[4-(2-sulfoethylcarbamoyl)phenyl]-2H-tetrazole S1C(=NC2=C1C=CC=C2)N2NC(=NN2C2=C(C=C(C=C2)C(=O)O)OC)C2=CC=C(C=C2)C(NCCS(=O)(=O)O)=O